2,4,5-trifluoro-benzyl alcohol FC1=C(CO)C=C(C(=C1)F)F